4,4'-(1H-1,2,4-Triazol-1-ylmethylene)dibenzonitrile N1(N=CN=C1)C(C1=CC=C(C#N)C=C1)C1=CC=C(C#N)C=C1